(3-((4-methyl-4H-1,2,4-triazol-3-yl)methyl)oxetan-3-yl)aniline CN1C(=NN=C1)CC1(COC1)NC1=CC=CC=C1